tert-butyl ((4-(4-aminophenyl)-3,6-dihydropyridin-1(2H)-yl)sulfonyl)carbamate NC1=CC=C(C=C1)C=1CCN(CC1)S(=O)(=O)NC(OC(C)(C)C)=O